bis[3-trimethoxysilylpropyl]urea CO[Si](CCCNC(NCCC[Si](OC)(OC)OC)=O)(OC)OC